N-(4-(2-(4-chlorophenyl)but-3-yn-2-yl)thiazol-2-yl)-2,6-difluorobenzamide ClC1=CC=C(C=C1)C(C)(C#C)C=1N=C(SC1)NC(C1=C(C=CC=C1F)F)=O